CC1=CC2[C@H](C(OC=3C=C(C=C(C23)O)CC(CCC)C)=C)CC1 (6Ar)-9-methyl-6-methylidene-3-(2-methylpentyl)-6a,7,8,10a-tetrahydrobenzo[c]chromen-1-ol